CC1=C(C=CC(=C1)C(=O)O)O The molecule is a monohydroxybenzoic acid that is 4-hydroxybenzoic acid substituted by a methyl group at position 3. It has a role as a human blood serum metabolite. It is a member of toluenes and a monohydroxybenzoic acid.